Cl.C(C)[C@H]1N(C[C@@H](NC1)C)C(C1=CC=C(C#N)C=C1)C1=CC=C(C=C1)F 4-(((2R,5S)-2-ethyl-5-methylpiperazin-1-yl)(4-fluorophenyl)methyl)benzonitrile hydrochloride